NC1=C(C(=O)NC2=NC(=CC=C2)C2=NN=CN2C(C)C)C=C(C(=C1)C)[N+](=O)[O-] 2-amino-N-(6-(4-isopropyl-4H-1,2,4-triazol-3-yl)pyridin-2-yl)-4-methyl-5-nitrobenzamide